ClC1=NC=C(C2=C1C(=C(S2)NC(OC(C)(C)C)=O)C#N)F tert-butyl N-(4-chloro-3-cyano-7-fluoro-thieno[3,2-c]pyridin-2-yl)carbamate